ClC=1C=CC=2N(C1)C(=C(N2)CC)C(=O)O 6-chloro-2-ethylimidazo[3,2-a]pyridine-3-carboxylic acid